BrC1=C(OC2=NC=C(N=C21)C(=O)OC)C(C)(C)C Methyl 7-bromo-6-tert-butyl-furo[2,3-b]pyrazine-2-carboxylate